FC(CCC1=NN=C(S1)C(=O)NCC=1C=NC=C(C1)C(F)(F)F)CN1N=NC(=C1)C(NCC1=CC(=CC=C1)OC(F)(F)F)=O 5-{3-fluoro-4-[4-({[3-(trifluoromethoxy)phenyl]methyl}carbamoyl)-1H-1,2,3-triazol-1-yl]butyl}-N-{[5-(trifluoromethyl)pyridin-3-yl]methyl}-1,3,4-thiadiazole-2-carboxamide